COC(=O)C1=CC(=NC=C1)NC(C)C=1C=C(C=C2C(C=C(OC12)C=1C=C2C=C(NC2=CC1)C)=O)C [1-[6-methyl-2-(2-methylindol-5-yl)-4-oxo-chromen-8-yl]ethylamino]pyridine-4-carboxylic acid methyl ester